(R)-3-(azetidin-1-yl)-N-(2-(3-fluoro-2-methylphenyl)propan-2-yl)-2-methylpropanamide N1(CCC1)C[C@H](C(=O)NC(C)(C)C1=C(C(=CC=C1)F)C)C